5-[[5-(4-bromophenyl)tetrazol-2-yl]methyl]-N-(2-carbamoyl-4-chloro-6-methyl-phenyl)-2-(2,2-difluoroethyl)pyrazole-3-carboxamide BrC1=CC=C(C=C1)C=1N=NN(N1)CC=1C=C(N(N1)CC(F)F)C(=O)NC1=C(C=C(C=C1C)Cl)C(N)=O